3-(dimethylamino)propyl (4-nitrophenyl) carbonate hydrochloride Cl.C(OCCCN(C)C)(OC1=CC=C(C=C1)[N+](=O)[O-])=O